ethyl 2-((tert-butyldimethylsilyl)oxy)-4-oxobutanoate [Si](C)(C)(C(C)(C)C)OC(C(=O)OCC)CC=O